C(C)(C)(C)OC(=O)N1N=C(C2=CC(=CC=C12)Br)C(=O)N1CC2=CC=CC=C2CC1 tert-butyl-5-bromo-3-(1,2,3,4-tetrahydroisoquinoline-2-carbonyl)-1H-indazole-1-carboxylate